BrCC(=O)C1=CC=C(C=C1)Br 2-bromo-1-(4-bromophenyl)ethane-1-one